OC1(CC1)C=1NC(=NN1)C1CC2(CN(C2)C(=O)N2CC3(CN(C3)S(=O)(=O)C3=CC(=CC=C3)C(F)(F)F)C2)C1 [6-[5-(1-hydroxycyclopropyl)-4H-1,2,4-triazol-3-yl]-2-azaspiro[3.3]heptan-2-yl]-[2-[3-(trifluoromethyl)phenyl]sulfonyl-2,6-diazaspiro[3.3]heptan-6-yl]methanone